5-amino-1-(cyclopropylmethyl)pyridin-2(1H)-one NC=1C=CC(N(C1)CC1CC1)=O